[Br-].C(CCCCCCCC)[N+]1=CC=CC=C1 1-nonylpyridinium bromide